2-(3-chlorophenyl)-2,2-difluoro-1-phenylethyl ((S)-1-(((S)-4-(cyclopropylamino)-3,4-dioxo-1-((S)-2-oxopyrrolidin-3-yl) butan-2-yl)amino)-5,5-difluoro-1-oxopentan-2-yl)carbamate C1(CC1)NC(C([C@H](C[C@H]1C(NCC1)=O)NC([C@H](CCC(F)F)NC(OC(C(F)(F)C1=CC(=CC=C1)Cl)C1=CC=CC=C1)=O)=O)=O)=O